C1=CC=C(C=C1)C=C(C(=O)O)Cl chlorocinnamic acid